3-(trifluoromethyl)isoquinolin-1-amine FC(C=1N=C(C2=CC=CC=C2C1)N)(F)F